N-[(4R)-1H,4H,5H,6H-cyclopenta[c]pyrazol-4-yl]carbamic acid tert-butyl ester C(C)(C)(C)OC(N[C@@H]1CCC=2NN=CC21)=O